6-(4-aminophenylsulfonamido)hexanic acid NC1=CC=C(C=C1)S(=O)(=O)NCCCCCC(=O)O